5-fluoro-3,3,8-trimethyl-3,4-dihydro-1H-quinoxalin-2-one FC1=C2NC(C(NC2=C(C=C1)C)=O)(C)C